C1(CC1)OC1=C(C(=NC=C1)OC)C1=CN(C2=NC(=CC=C21)NC(=O)[C@H]2[C@@H](C2)C(=O)OC)COCC[Si](C)(C)C Methyl (trans)-2-{[3-(4-cyclopropoxy-2-methoxypyridin-3-yl)-1-{[2-(trimethylsilyl)ethoxy]methyl}pyrrolo[2,3-b]pyridin-6-yl]carbamoyl}cyclopropane-1-carboxylate